FC(C(C(C(C(C(O)(O)F)(F)F)(F)F)(F)F)(F)F)(CC)F Undecafluorooctanediol